N-[2-(Hydroxymethyl)-2-methyl-6-morpholino-3H-benzofuran-5-yl]-6-methyl-6,7-dihydro-5H-pyrazolo[5,1-b][1,3]oxazine-3-carboxamide OCC1(OC2=C(C1)C=C(C(=C2)N2CCOCC2)NC(=O)C=2C=NN1C2OCC(C1)C)C